O1CC2(C3=C1C=CC=C3)COC3=C2C=CC=C3 2H,2'H-3,3'-spirobibenzofuran